rac-ethyl 4-((1S*,2S*)-2-(3-chlorophenyl)cyclopropane-1-carboxamido)-6-(((6-cyclopropylimidazo[1,2-a]pyridin-2-yl)methyl)amino)pyrimidine-2-carboxylate ClC=1C=C(C=CC1)[C@@H]1[C@H](C1)C(=O)NC1=NC(=NC(=C1)NCC=1N=C2N(C=C(C=C2)C2CC2)C1)C(=O)OCC |r|